N-[(1S,8S)-spiro[2,6,10-trioxa-19-azatricyclo[12.3.1.14,7]nonadeca-1(18),4,7(19),14,16-pentaene-8,3'-cyclopentane]-1'-yl]methanesulfonamide C1(C[C@]2(CC1)C=1OC=C(COC=3C=CC=C(CCCOC2)C3)N1)NS(=O)(=O)C